O(S(=O)(=O)O)[O] sulfoxyoxygen